O([C@H]1[C@H](O)[C@@H](O)[C@H](O)CO1)C1=CC=C(C=C1)[N+](=O)[O-] 4-Nitrophenyl β-D-xylopyranoside